6-methyl-2-nitrodibenzo[d,g]-[1,6,2]dithiazocin-7(6H)-one 5,5,12-trioxide CN1S(C2=C(S(C3=C(C1=O)C=CC=C3)=O)C=C(C=C2)[N+](=O)[O-])(=O)=O